O=S1(CCC(CC1)NC(=O)C1=NC=C(N=C1)OCC=1C(=NOC1C)C=1C=NC(=CC1)C)=O N-(1,1-dioxothian-4-yl)-5-((5-methyl-3-(6-methyl-3-pyridinyl)isoOxazol-4-yl)methoxy)pyrazine-2-carboxamide